S1CCC(CC1)O tetrahydrothiopyran-4-ol